5α-androstan-3β,17α-diol disulfate S(=O)(=O)(O)OS(=O)(=O)O.C[C@@]12[C@@H](CC[C@H]1[C@@H]1CC[C@H]3C[C@H](CC[C@]3(C)[C@H]1CC2)O)O